C(C)(C)(C)OC(=O)N1CCC(=CC1)C1=C(N=NC(=C1)C1=C(C(=CC=C1)F)O)N 4-(3-amino-6-(3-fluoro-2-hydroxyphenyl)pyridazin-4-yl)-3,6-dihydropyridine-1(2H)-carboxylic acid tert-butyl ester